ClC1=CC(=NC(=C1I)C)N(CC1=CC=C(C=C1)OC)CC1=CC=C(C=C1)OC 4-chloro-5-iodo-N,N-bis(4-methoxybenzyl)-6-methylpyridin-2-amine